N-[(1S)-1-(1,3-benzothiazol-2-yl)-2-(3-cyanophenyl)ethyl]benzenesulfonamide S1C(=NC2=C1C=CC=C2)[C@H](CC2=CC(=CC=C2)C#N)NS(=O)(=O)C2=CC=CC=C2